N-palmitoyl-isoleucine C(CCCCCCCCCCCCCCC)(=O)N[C@@H]([C@@H](C)CC)C(=O)O